IC1=CN(C=2N=CN=C(C21)N2[C@@H](CN(CC2)C(=O)OC(C)(C)C)C)S(=O)(=O)C2=CC=C(C)C=C2 tert-Butyl (R)-4-(5-iodo-7-tosyl-7H-pyrrolo[2,3-d]pyrimidin-4-yl)-3-methylpiperazine-1-carboxylate